C(C)(C)(C)C1=C(C(=CC(=C1)C(C)(C)C)C(C)(C)C)N=C(C)C1=NC=2C(CCCC2C=C1)O 2-(1-(2,4,6-Tri-t-Butylphenylimino)ethyl)-8-hydroxy-5,6,7,8-tetrahydroquinoline